2-(2-(5-Cyclopropyl-3-(2-(trifluoromethoxy)phenyl)isoxazol-4-yl)-7-azaspiro[3.5]non-1-en-7-yl)chinolin C1(CC1)C1=C(C(=NO1)C1=C(C=CC=C1)OC(F)(F)F)C1=CC2(C1)CCN(CC2)C2=NC1=CC=CC=C1C=C2